O1C(=NC=C1)C1=CC=C(N)C=C1 4-(1,3-oxazol-2-yl)aniline